6-(4-(3-(4-chloro-3-fluorophenyl)-1-(2-hydroxy-2-methylpropyl)-1H-pyrrolo[2,3-b]pyridine-6-carbonyl)-3,3-dimethylpiperazin-1-yl)-2,4-dimethylnicotinic acid ClC1=C(C=C(C=C1)C1=CN(C2=NC(=CC=C21)C(=O)N2C(CN(CC2)C2=NC(=C(C(=O)O)C(=C2)C)C)(C)C)CC(C)(C)O)F